ClC1=CC=CC2=C1C1=C(PO2)C=CC=C1 chlorodibenzooxaphosphorin